2'-Cyclopropyl-N4-(3-methoxy-2,2-dimethylpropyl)-N4-methyl-6'-(trifluoromethyl)[2,4'-bipyridin]-4,5,6-triamine C1(CC1)C1=NC(=CC(=C1)C1=NC(=C(C(=C1)N(C)CC(COC)(C)C)N)N)C(F)(F)F